COC=1C(=CC=C2C(CCOC12)N)OC1=CC=C(C=C1)C(F)(F)F 8-methoxy-7-{4-(trifluoromethyl)phenoxy}-chroman-4-amine